2,2-dimethyl-2,3-dihydro-1-benzofuran-7-sulfonamide CC1(OC2=C(C1)C=CC=C2S(=O)(=O)N)C